ClC1=C(C(=C(CC(C(=O)N)(C)C)C=C1)F)C=1NC(C=C(N1)C=1C=NC(=CC1)OCC(F)F)=O (4-chloro-3-{4-[6-(2,2-difluoroethoxy)pyridin-3-yl]-6-oxo-1,6-dihydropyrimidin-2-yl}-2-fluorobenzyl)isobutyramide